FC(C)(F)C1=CCC(C(=N1)C)S(=O)(=O)N1CC2(C1)CN(C2)CC2CCOCC2 2-((6-(1,1-difluoroethyl)-2-methyl-3,4-dihydropyridin-3-yl)sulfonyl)-6-((tetrahydro-2H-pyran-4-yl)methyl)-2,6-diazaspiro[3.3]heptane